1-(4-(6-(benzyloxy)-4,4-difluoro-2-phenyl-3,4-dihydronaphthalen-1-yl)phenyl)-4-(dimethoxymethyl)piperidine C(C1=CC=CC=C1)OC=1C=C2C(CC(=C(C2=CC1)C1=CC=C(C=C1)N1CCC(CC1)C(OC)OC)C1=CC=CC=C1)(F)F